CN(CCN1C=NC(=C1)C=1C=CC=2N(C1)N=CC2N2CCN(CC2)C(=O)OC(C)(C)C)C tert-butyl 4-(6-(1-(2-(dimethylamino)ethyl)-1H-imidazol-4-yl)pyrazolo[1,5-a]pyridin-3-yl)piperazine-1-carboxylate